C(C)(CC)NC(C)CC di(sec-butyl)amine